OC1=C(C(=O)O)C(=CC=C1)OC1CN(C1)C([C@@H](N)CO)=O 2-hydroxy-6-[(1-L-seryl-azetidin-3-yl)oxy]benzoic acid